(R)-5-((S)-3-(5-chloro-6-(trifluoromethyl)isoindolin-2-yl)-2-(hydroxymethyl)-3-oxopropyl)-5-cyclopropylimidazolidine-2,4-dione ClC=1C=C2CN(CC2=CC1C(F)(F)F)C([C@@H](C[C@]1(C(NC(N1)=O)=O)C1CC1)CO)=O